C(C)(C)(C)OC(=O)NC=1C(=CC=C2C=CC(=CC12)C1=CC=CC(=N1)C(=O)OC(C)(C)C)OS(=O)(=O)C(F)(F)F tert-butyl 6-[8-(tert-butoxycarbonylamino)-7-(trifluoromethylsulfonyloxy)-2-naphthyl]pyridine-2-carboxylate